FC1=C(C=C(C#N)C=C1)N1CCN(CC1)C(CCC=1NC(C2=CC(=CC(=C2C1)C)F)=O)=O 4-fluoro-3-(4-(3-(7-fluoro-5-methyl-1-oxo-1,2-dihydroisoquinolin-3-yl)propanoyl)piperazin-1-yl)benzonitrile